ClC=1C=C(C=CC1F)C[C@@H](C(=O)O)F (αS)-3-chloro-α,4-difluoro-benzenepropanoic acid